7-(tert-butyl)selenopheno[3,2-d]Pyrimidin-4(3H)-one C(C)(C)(C)C1=C[Se]C2=C1N=CNC2=O